CN(C1=CC=C(OC=2N=C(C3=C(N2)C=NC=C3)O)C=C1)C1=CC=C(C=C1)C 2-[4-(methyl-p-tolyl-amino)-phenoxy]-pyrido[3,4-d]pyrimidin-4-ol